N-(4'-amino-[1,1'-biphenyl]-4-yl)-6-bromohexanamide NC1=CC=C(C=C1)C1=CC=C(C=C1)NC(CCCCCBr)=O